C(C1=CC=CC=C1)OCC1=NN(C(N1CC)=O)C=1C=C2C(=CNC(C2=CC1)=O)C(=C)C 6-(3-((benzyloxy)methyl)-4-ethyl-5-oxo-4,5-dihydro-1H-1,2,4-triazol-1-yl)-4-(propan-1-En-2-yl)isoquinolin-1(2H)-one